CN(CCN(S(OCC(=O)NC=1SC(=C(N1)C)OC1=CC(=CC=C1)Cl)(=O)=O)C)C 2-((5-(3-chlorophenoxy)-4-methylthiazol-2-yl)amino)-2-oxoethyl (2-(dimethylamino)ethyl)(methyl)sulfamate